2-Hydroxymethyl-pyrrolo[1,2-a]thieno[3,2-e]pyrazin OCC1=CC=2N=CC=3N(C2S1)C=CC3